(3R)-N-(cyclopropylmethyl)-1-(6-(1-(4-(5-cyclopropylpyridin-3-yl)-1H-1,2,3-triazol-1-yl)ethyl)pyridazin-3-yl)piperidin-3-amine C1(CC1)CN[C@H]1CN(CCC1)C=1N=NC(=CC1)C(C)N1N=NC(=C1)C=1C=NC=C(C1)C1CC1